CN(C1CC(C1)C=1SC2=C(N1)C=C(C=C2)[C@@H]2N(C[C@H](CC2)C)C(C(=O)NC=2C1=C(C=NC2)C=NN1)=O)C 2-((2R,5S)-2-(2-(3-(dimethylamino)cyclobutyl)benzo[d]thiazol-5-yl)-5-methylpiperidin-1-yl)-2-oxo-N-(1H-pyrazolo[4,3-c]pyridin-7-yl)acetamide